3-(3-(2-pyridyl)-4-thiazolinonyl)-N-(4-pyrazolylbutyl)benzamide N1=C(C=CC=C1)N1C(SC=C1C=1C=C(C(=O)NCCCCC2=NNC=C2)C=CC1)=O